2-Mercaptoimidazol SC=1NC=CN1